2-((S)-2-((R)-4-benzyl-2-oxooxazolidin-3-yl)-2-oxo-1-phenylethyl)Pyrrolidine-1-carboxylic acid C(C1=CC=CC=C1)[C@H]1N(C(OC1)=O)C([C@@H](C1=CC=CC=C1)C1N(CCC1)C(=O)O)=O